4-((1-(4-dimethylaminophenyl)-9H-pyrido[3,4-b]indol-3-yl)amino)naphthalene-1,2-dione CN(C1=CC=C(C=C1)C1=NC(=CC2=C1NC1=CC=CC=C21)NC2=CC(C(C1=CC=CC=C21)=O)=O)C